FC1CN(CCC1C(=O)N1CCOC2=C(C1)C=NC=C2C#N)C2=NC=C(C=N2)F Racemic-4-[3-fluoro-1-(5-fluoropyrimidin-2-yl)piperidine-4-carbonyl]-3,5-dihydro-2H-pyrido[3,4-f][1,4]oxazepine-9-carbonitrile